C[Si](O[Si](O[Si](C)(C)C)(C=C)C)(C)C 1,1,1,3,5,5,5-heptamethyl-3-vinyl-trisiloxane